FC=1C(=NC(=NC1)NC1=CC=C(C=C1)OCCOC)NC1=C(C(=O)NO)C=CC=C1 2-((5-fluoro-2-((4-(2-methoxyethoxy)phenyl)amino)pyrimidin-4-yl)amino)-N-hydroxybenzoamide